3-(4'-(4,4,5,5-tetramethyl-1,3,2-dioxaborolan-2-yl)spiro[cyclohexane-1,9'-fluoren]-7'-yl)pyridine CC1(OB(OC1(C)C)C1=CC=CC=2C3(C4=CC(=CC=C4C12)C=1C=NC=CC1)CCCCC3)C